2-[1H-benzimidazol-2-yl-[5-fluoro-2-(methoxymethoxy)phenyl]methyl]-6-chloro-7-fluoro-isoindolin-1-one N1C(=NC2=C1C=CC=C2)C(N2C(C1=C(C(=CC=C1C2)Cl)F)=O)C2=C(C=CC(=C2)F)OCOC